C(CCC)N(C1CC(N(C(C1)(C)C)C)(C)C)C1=NC(=NC(=N1)N(CCCC)C1CC(N(C(C1)(C)C)C)(C)C)NCCCCCC(CCCCCNC1=NC(=NC(=N1)N(CCCC)C1CC(N(C(C1)(C)C)C)(C)C)N(CCCC)C1CC(N(C(C1)(C)C)C)(C)C)NC1=NC(=NC(=N1)N(CCCC)C1CC(N(C(C1)(C)C)C)(C)C)N(CCCC)C1CC(N(C(C1)(C)C)C)(C)C 1,6,11-tris[2,4-bis(N-butyl-N-(1,2,2,6,6-pentamethyl-4-piperidyl)amino)-s-triazine-6-yl]aminoundecane